N-((1r,4r)-4-((3-(5-aminopyridin-2-yl)-2-oxo-2,3-dihydro-1H-benzo[d]imidazol-1-yl)methyl)cyclohexyl)-5-chloro-2-methylnicotinamide NC=1C=CC(=NC1)N1C(N(C2=C1C=CC=C2)CC2CCC(CC2)NC(C2=C(N=CC(=C2)Cl)C)=O)=O